5-Fluoro-2-methyl-1H-indene-3-acetonitrile FC=1C=C2C(=C(CC2=CC1)C)CC#N